O=C(CC(=O)OC)CNC(C1=NC=CC=C1)=O Methyl 3-oxo-4-(picolinamido)butanoate